C1NCC[C@]12COCCC2 (S)-7-Oxa-2-aza-spiro[4.5]decan